C(#N)/C(/C(=O)O)=C\C1=CN(C2=CC=CC=C12)CC1=NC=CC=C1 (E)-2-cyano-3-(1-(pyridin-2-ylmethyl)-1H-indol-3-yl)acrylic acid